ClC1=C(C(=CC=C1Cl)O)[C@@H]1CC(N(C1)CCO)=O (4S)-4-(2,3-dichloro-6-hydroxyphenyl)-1-(2-hydroxyethyl)pyrrolidin-2-one